C(\C=C\C(=O)OC(C)CC)(=O)OC1CCC(CC1)C(C)C (4-isopropylcyclohexyl) sec-butyl fumarate